ClC=1C2=C(N=CN1)NC(=C2)C2=CC=C(C=C2)NC(OC(C)(C)C)=O tert-butyl (4-(4-chloro-7H-pyrrolo[2,3-d]pyrimidin-6-yl)phenyl)carbamate